ClC=1SC(=CN1)[C@@H](CSC1=NC(=C(C(N1C)=O)C1=CC=CC=C1)O)O |r| racemic-2-[2-(2-chlorothiazol-5-yl)-2-hydroxyethyl]sulfanyl-6-hydroxy-3-methyl-5-phenylpyrimidin-4-one